CC1C(NCC2N1C(CCN2C(C2=CC=C(C=C2)C(F)(F)F)=O)=O)=O 6-methyl-1-(4-(trifluoromethyl)benzoyl)hexahydro-4H-pyrazino[1,2-a]pyrimidine-4,7(6H)-dione